5-hydroxy-7-decene OC(CCCC)CC=CCC